C1(CC1)C1=C(C(=CC=C1)N)N cyclopropylbenzene-1,2-diamine